4-((5-amino-1-(6-chloropyridazin-3-yl)-3-phenyl-1H-pyrazol-4-yl)methyl)benzenesulfonamide NC1=C(C(=NN1C=1N=NC(=CC1)Cl)C1=CC=CC=C1)CC1=CC=C(C=C1)S(=O)(=O)N